3-(1-oxo-4-((5,5,5-trifluoropentyl)((1r,4r)-4-((3,3,3-trifluoropropyl)amino)cyclohexyl)amino)isoindolin-2-yl)piperidine-2,6-dione O=C1N(CC2=C(C=CC=C12)N(C1CCC(CC1)NCCC(F)(F)F)CCCCC(F)(F)F)C1C(NC(CC1)=O)=O